BrC1=CC=C(C=C1)N1C[C@H]2[C@@H](C1)CN(C2)CC(C)F (3aR,6aS)-5-(4-bromophenyl)-2-(2-fluoropropyl)-1,3,3a,4,6,6a-hexahydropyrrolo[3,4-c]pyrrole